CC1=C(C(N)=S)C(=CC=C1)C 2,6-dimethylbenzothioamide